1-(((9,9-dimethyl-7-(piperazin-1-ylmethyl)-9,10-dihydroacridin-3-yl)oxy)methyl)cyclopropan-1-ol CC1(C2=CC(=CC=C2NC=2C=C(C=CC12)OCC1(CC1)O)CN1CCNCC1)C